7-[1-(prop-2-enoyl)piperidin-4-yl]-2-{4-[3-(trifluoromethyl)phenoxy]phenyl}-4,5,6,7-tetrahydro-2H-pyrazolo[4,3-b]pyridine-3-carboxamide C(C=C)(=O)N1CCC(CC1)C1C=2C(NCC1)=C(N(N2)C2=CC=C(C=C2)OC2=CC(=CC=C2)C(F)(F)F)C(=O)N